(S)-1-(2-((S)-3-((3-bromothieno[3,2-c]pyridin-4-yl)oxy)pyrrolidin-1-yl)acetyl)pyrrolidine-2-carbonitrile BrC1=CSC2=C1C(=NC=C2)O[C@@H]2CN(CC2)CC(=O)N2[C@@H](CCC2)C#N